(R)-2-(2-hydroxy-4-(2-(2-methoxyethoxy)ethoxy)phenyl)-N-methoxy-N-methyl-4,5-dihydrothiazole-4-carboxamide OC1=C(C=CC(=C1)OCCOCCOC)C=1SC[C@H](N1)C(=O)N(C)OC